ClC1=C(C(=O)NC=2C=NC=CC2)C=C(C(=C1)Cl)C#N 2,4-dichloro-5-cyano-N-(pyridin-3-yl)benzamide